Methanesulfonic acid 4-fluoro-2-(hydroxymethyl)-5-nitrophenyl ester FC1=CC(=C(C=C1[N+](=O)[O-])OS(=O)(=O)C)CO